4-cyanobenzamid C(#N)C1=CC=C(C(=O)N)C=C1